N1(C=NC2=C1CCCC2)CO (4,5,6,7-tetrahydrobenzo[d]imidazole-1-yl)methanol